C(C)(C)(C)OC(=O)N1CC2(C1)CC=C(CC2)OS(=O)(=O)C(F)(F)F 7-(((trifluoromethyl)sulfonyl)oxy)-2-azaspiro[3.5]Non-6-ene-2-carboxylic acid tert-butyl ester